2-(1-ethyl-3-methylbutyl)aniline C(C)C(CC(C)C)C1=C(N)C=CC=C1